piperidine-4-carboxylic acid methyl ester Tritrifluoroacetate FC(C(=O)O)(F)F.FC(C(=O)O)(F)F.FC(C(=O)O)(F)F.COC(=O)C1CCNCC1